(1S,4R,5R)-5-[5-cyclopropyl-3-(2,6-dichlorophenyl)-1,2-oxazol-4-yl]methoxy-2-azabicyclo[2.2.1]heptan-3-one C1(CC1)C1=C(C(=NO1)C1=C(C=CC=C1Cl)Cl)CO[C@H]1[C@@H]2C(N[C@H](C1)C2)=O